diethylenetriamine oleate C(CCCCCCC\C=C/CCCCCCCC)(=O)O.NCCNCCN